((S)-6-amino-5-((S)-2-((R)-2-amino-5-guanidinopentanamido)-3-(perfluorophenyl) propanamido)-6-oxohexyl) carbamate C(N)(OCCCC[C@@H](C(=O)N)NC([C@H](CC1=C(C(=C(C(=C1F)F)F)F)F)NC([C@@H](CCCNC(=N)N)N)=O)=O)=O